ON1C(CC(CC1(C)C)OC(C(=O)[O-])=O)(C)C (1-hydroxy-2,2,6,6-tetramethyl-4-piperidinyl)oxalate